CC1=C(C=C(C=C1)C1=NN=C(N1)C1=CC=CC=C1)S(=O)(=O)C1OC2(OCC1)CCNCC2 ((2-methyl-5-(5-phenyl-4H-1,2,4-triazol-3-yl)phenyl)sulfonyl)-1,5-dioxa-9-azaspiro[5.5]undecane